FC(CN1N=NC2=C1C=C(C=C2F)C=2C=CN1N=C(N=C(C12)OC)N[C@H]1[C@H](CN(CC1)C1COC1)F)F 5-(1-(2,2-Difluoroethyl)-4-fluoro-1H-benzo[d][1,2,3]triazol-6-yl)-N-((3S,4R)-3-fluoro-1-(oxetan-3-yl)piperidin-4-yl)-4-methoxypyrrolo[2,1-f][1,2,4]triazin-2-amine